CC1=C(C=CC(=C1C1=NC=CC=C1)NC1=NC=C(C=C1)C(F)(F)F)S(=O)(=O)N methyl-3-(2-pyridyl)-4-[[5-(trifluoromethyl)-2-pyridyl]amino]benzenesulfonamide